C(C)(C)(C)C=1OC(=CN1)C1CC2(C1)CCN(CC2)C(=O)C2CC1(C2)NC(OC1)=O (2s,4s)-2-[2-(2-(tert-butyl)oxazol-5-yl)-7-azaspiro[3.5]nonane-7-carbonyl]-7-oxa-5-azaspiro[3.4]octan-6-one